[N-](S(=O)(=O)C(F)(F)F)S(=O)(=O)C(F)(F)F.C[N+](C)(C)C tetramethyl-ammonium trifluoromethanesulfonimide salt